C1C[C@H](NC1)C2=CN=CC=C2 The molecule is a pyridine alkaloid that is nicotine lacking the methyl group on the pyrrolidine nitrogen. It has a role as a metabolite and a nicotinic acetylcholine receptor agonist. It is a pyridine alkaloid and a pyrrolidine alkaloid. It derives from a hydride of a nicotine.